CN(C=1N=CC(=NC1)S(=O)(=O)C1=CC=C(C=C1)CNC(=O)C=1C=CC=2N(C1)C=CN2)C N-({4-[5-(dimethylamino)pyrazine-2-sulfonyl]phenyl}methyl)imidazo[1,2-a]pyridine-6-carboxamide